BrC=1C=CC(=NC1)[C@@H]1[C@H](C1)C(=O)[O-] (1S,2S)-2-(5-bromo-pyridin-2-yl)-cyclopropanecarboxylate